C1(=CC=CC=C1)C1=C(C(=NN=N1)C1=C(C=CC=C1)C1=C(C=CC=2OC3=C(C21)C=CC=C3)C3=C(C=CC=C3)C3=CC=CC=C3)C3=C(C(=CC=2C1=CC=CC=C1CC32)C)C Phenyl-(dimethylfluorenyl){[(biphenylyl)dibenzofuranyl]phenyl}triazine